C(C)(C)(C)OC(=O)N(C1=C(N(C=N1)C)C(=O)OC)C Methyl 5-[(tert-butoxycarbonyl)(methyl)amino]-3-methylimidazole-4-carboxylate